(S)-2-((6-(2-(4-(1-Acryloylazetidin-3-yl)piperazin-1-yl)ethyl)-1-methyl-2-oxo-1,2,3,4,5,6-hexahydrobenzo[b][1,4]diazocin-3-yl)amino)-6-methyl-4-(trifluoromethyl)nicotinonitrile C(C=C)(=O)N1CC(C1)N1CCN(CC1)CCN1C2=C(N(C([C@H](CC1)NC1=C(C#N)C(=CC(=N1)C)C(F)(F)F)=O)C)C=CC=C2